C(C#C)OC1CCN(CC1)C(=O)OC(C)(C)C Tert-butyl 4-prop-2-ynoxypiperidine-1-carboxylate